Br.BrCC1=NC=CN=C1 2-(bromomethyl)pyrazine hydrobromide